2-(3,3,5-trimethylcyclohexyl)aminoethane-1-sulfonic acid CC1(CC(CC(C1)C)NCCS(=O)(=O)O)C